Methyl (E)-4-(3-amino-6-(3-methoxyprop-1-en-1-yl)pyrazin-2-yl)benzoate NC=1C(=NC(=CN1)\C=C\COC)C1=CC=C(C(=O)OC)C=C1